C(C)C=1N(C=2N(C(C1N1CCN(CC1)C(C1=NC=CC=C1O)=O)=O)N=C(N2)C2=CC[C@@H](CC2)OC)CC(=O)NC2=C(C=C(C=C2)C(F)(F)F)C (R)-2-(5-ethyl-6-(4-(3-hydroxypicolinoyl)piperazin-1-yl)-2-(4-methoxycyclohex-1-en-1-yl)-7-oxo-[1,2,4]triazolo[1,5-a]pyrimidin-4(7H)-yl)-N-(2-methyl-4-(trifluoromethyl)phenyl)acetamide